3,7-dibromo-2,8-dimethoxy-5,5-diphenyl-5H-dibenzo[b,d]silole BrC=1C(=CC2=C([Si](C3=C2C=C(C(=C3)Br)OC)(C3=CC=CC=C3)C3=CC=CC=C3)C1)OC